(5-(6-(1H-benzo[d]imidazol-2-yl)pyridinyl)hexahydropyrrolo[3,4-c]pyrrol-2(1H)-yl)(2-(Pyridin-2-ylamino)pyridin-4-yl)methanone N1C(=NC2=C1C=CC=C2)C2=CC=CC(=N2)N2CC1C(C2)CN(C1)C(=O)C1=CC(=NC=C1)NC1=NC=CC=C1